6-(((R)-1-phenylethyl)amino)-N-((R)-7-(piperazin-1-yl)chroman-3-yl)nicotinamide C1(=CC=CC=C1)[C@@H](C)NC1=NC=C(C(=O)N[C@H]2COC3=CC(=CC=C3C2)N2CCNCC2)C=C1